monofluorotrichlorocarbon FC(Cl)(Cl)Cl